2-(2-fluoro-4-(trifluoromethyl)phenyl)-4,4,5,5-tetramethyl-1,3,2-dioxaborolane FC1=C(C=CC(=C1)C(F)(F)F)B1OC(C(O1)(C)C)(C)C